N-(5-(3-(difluoromethoxy)-5-fluorophenyl)-2-fluoropyridin-3-yl)-3-(trifluoromethyl)benzenesulfonamide FC(OC=1C=C(C=C(C1)F)C=1C=C(C(=NC1)F)NS(=O)(=O)C1=CC(=CC=C1)C(F)(F)F)F